tin tribromide [Sn](Br)(Br)Br